2-(2-((5-cyclopentyl-4-oxo-4,5,6,7-tetrahydro-2H-pyrazolo[4,3-c]pyridin-2-yl)methyl)-3-fluoroallyl)isoindoline-1,3-dione C1(CCCC1)N1C(C=2C(CC1)=NN(C2)CC(CN2C(C1=CC=CC=C1C2=O)=O)=CF)=O